(N-[4-Amino-5-[4-[2-oxo-2-(3-pyridylmethylamino)ethoxy]benzoyl]thiazol-2-yl]-4-fluoroanilino)propanamid NC=1N=C(SC1C(C1=CC=C(C=C1)OCC(NCC=1C=NC=CC1)=O)=O)N(C1=CC=C(C=C1)F)C(C(=O)N)C